D-(+)-ribose O=C[C@H](O)[C@H](O)[C@H](O)CO